CC1=C(C=C(C(=C1)OC1=CC=CC=C1)C)C(=O)N(C)CC (2,5-dimethyl-4-phenoxy-phenyl)-N-ethyl-N-methyl-carboxamide